FC1CCC(CC1)C1=NC=2C=C(C(=CC2C2=C1CCC2)OC)OCCCN2CCCC2 4-(4-fluorocyclohexyl)-8-methoxy-7-(3-(pyrrolidin-1-yl)propoxy)-2,3-dihydro-1H-cyclopenta[c]quinoline